ClC=1C=NN(C1C1=C(OC=2C(=NC=NC2)N2CC3(C2)CCNCC3)C=CC(=C1)F)C(C)C 2-(5-(2-(4-chloro-1-isopropyl-1H-pyrazol-5-yl)-4-fluorophenoxy)pyrimidin-4-yl)-2,7-diazaspiro[3.5]nonane